2-(3-(3-methyl-2-oxoimidazolidin-1-yl)piperidin-1-yl)pyrimidine-5-carboxamide CN1C(N(CC1)C1CN(CCC1)C1=NC=C(C=N1)C(=O)N)=O